tert-butyl 4-(1-(2,6-di(benzyloxy)pyridin-3-yl)-6-fluoro-1H-benzo[d]imidazol-5-yl)-3,6-dihydropyridine-1(2H)-carboxylate C(C1=CC=CC=C1)OC1=NC(=CC=C1N1C=NC2=C1C=C(C(=C2)C=2CCN(CC2)C(=O)OC(C)(C)C)F)OCC2=CC=CC=C2